ClC1(C(C2CCC=CC12)=O)Cl 8,8-Dichlorobicyclo[4.2.0]oct-2-en-7-one